C(C)(=O)OC[C@H]1O[C@@H]([C@@H]([C@@H]1F)OC(C)=O)N1C2=NC(=NC=C2N(C1=O)CC=C)N |&1:7| ((2R,3R,4S,SR)-4-acetoxy-5-(7-allyl-2-amino-8-oxo-7,8-dihydro-9H-purin-9-yl)-3-fluorotetrahydrofuran-2-yl)methyl acetate